C1(=CC=CC=C1)C#CC=1C=C(C=C(C1)C1=CC=CC=C1)OC1=C(N=NN1)C(=O)O 5-((5-(phenylethynyl)-[1,1'-biphenyl]-3-yl)oxy)-1H-1,2,3-triazole-4-carboxylic acid